1-(2-((2S,4R)-4-fluoro-2-((R)-1-(5-fluoro-3-methylbenzofuran-2-yl)ethylcarbamoyl)pyrrolidin-1-yl)-2-oxoethyl)-5-(pyridazin-4-yl)-1H-indazole-3-carboxamide F[C@@H]1C[C@H](N(C1)C(CN1N=C(C2=CC(=CC=C12)C1=CN=NC=C1)C(=O)N)=O)C(N[C@H](C)C=1OC2=C(C1C)C=C(C=C2)F)=O